C1=CC=CC=2C3=CC=CC=C3C(C12)COC(=O)N([C@@H](COCCC)C(=O)O)C N-(((9H-fluoren-9-yl)methoxy)carbonyl)-N-methyl-O-propyl-L-serine